L-1-dodecyl-3-methylimidazole C(CCCCCCCCCCC)N1CN(C=C1)C